N-BOC-4,4-difluoro-L-proline methyl ester COC([C@H]1N(CC(C1)(F)F)C(=O)OC(C)(C)C)=O